tert-butyl 4-(6-{[2-(4-fluorobenzamido)pyridin-4-yl]amino}-5-nitropyridin-2-yl)piperazine-1-carboxylate FC1=CC=C(C(=O)NC2=NC=CC(=C2)NC2=C(C=CC(=N2)N2CCN(CC2)C(=O)OC(C)(C)C)[N+](=O)[O-])C=C1